C[Si]1(O[Si](O[Si](O[Si](O1)(C=C)C)(C=C)C)(C=C)C)C=C 2,4,6,8-Tetramethyl-2,4,6,8-tetravinylcyclotetrasiloxan